3,5-dimethyl-4-(3-(1-methyl-1H-pyrazol-4-yl)-1-(1-(pyridin-2-yl)ethyl)-1H-pyrrolo[3,2-b]pyridin-6-yl)isoxazole CC1=NOC(=C1C=1C=C2C(=NC1)C(=CN2C(C)C2=NC=CC=C2)C=2C=NN(C2)C)C